C(C1=CC=CC=C1)OC(=O)N[C@@H](C(=O)OCC1=CC=CC=C1)CNC(C1=CC(=CC(=C1)F)C1(CC1)CC)=O (R)-benzyl 2-(((benzyloxy)carbonyl)amino)-3-(3-(1-ethylcyclopropyl)-5-fluorobenzamido)propanoate